C1(CC1)N1N=CC(=C1)[C@H]1OCC[C@H](C1)C1=NC2=NC(=CN=C2C(=N1)C1=C(C=C(C=C1)F)F)C 2-[(2S,4R)-2-(1-cyclopropylpyrazol-4-yl)tetrahydropyran-4-yl]-4-(2,4-difluorophenyl)-7-methyl-pteridine